tert-butyl 3-bromo-7-(pyridin-2-yl)-1H-indole-1-carboxylate BrC1=CN(C2=C(C=CC=C12)C1=NC=CC=C1)C(=O)OC(C)(C)C